CNCCNC(C1=CC(=CC=C1)C=1C2=C(N=C(N1)N1[C@H](CC1)C)CCC2)=O (S)-N-(2-(methylamino)ethyl)-3-(2-(2-methylazetidin-1-yl)-6,7-dihydro-5H-cyclopenta[d]pyrimidin-4-yl)benzamide